ClC1=CC(=C(COC2=C(C=C(C(=N2)C2CCN(CC2)CC2=NC3=C(N=NC(=C3)C#N)N2C[C@H]2OCC2)F)F)C=C1)F (S)-6-((4-(6-((4-chloro-2-fluorobenzyl)oxy)-3,5-difluoropyridin-2-yl)piperidin-1-yl)methyl)-7-(oxetan-2-ylmethyl)-7H-imidazo[4,5-c]pyridazine-3-carbonitrile